FC1=C(NC(C2=C(C=C(C=C12)B(O)O)F)=O)C (4,8-difluoro-3-methyl-1-oxo-1,2-dihydroisoquinolin-6-yl)boronic acid